1-((3-(5-(2-(2H-1,2,3-triazol-2-yl)acetyl)-2-isopropoxyphenyl)-4-oxo-3,4-dihydroquinazolin-2-yl)methyl)-N-(4-(trifluoromethyl)benzyl)piperidine-4-carboxamide N=1N(N=CC1)CC(=O)C=1C=CC(=C(C1)N1C(=NC2=CC=CC=C2C1=O)CN1CCC(CC1)C(=O)NCC1=CC=C(C=C1)C(F)(F)F)OC(C)C